FC(CN1N=CC=2C1=CN=CC2)(C(F)(F)F)F 1-(2,2,3,3,3-pentafluoropropyl)pyrazolo[3,4-c]pyridin